ClC1=CC2=C(C=C3N2C(=NN(C3=O)CC(=O)NC3=C(C=C(C=C3)F)F)C(C)C)S1 2-(2-Chloro-5-isopropyl-8-oxothieno[2',3':4,5]pyrrolo[1,2-d][1,2,4]triazin-7(8H)-yl)-N-(2,4-difluorophenyl)acetamide